(rac)-Cis-N-(1-(2-fluorocyclopropyl)-2-oxo-1,2-dihydropyridin-3-yl)-6-isopropoxy-2-(1-methyl-2-oxabicyclo[2.1.1]hexan-4-yl)-2H-pyrazolo[3,4-b]pyridine-5-carboxamide FC1C(C1)N1C(C(=CC=C1)NC(=O)C1=CC=2C(N=C1OC(C)C)=NN(C2)[C@@]21CO[C@@](C2)(C1)C)=O